tetraphenylsalicylaldehyde C1(=CC=CC=C1)C=1C(=C(C(=C(C1C=O)O)C1=CC=CC=C1)C1=CC=CC=C1)C1=CC=CC=C1